N1C(CC=CC1=O)=O 1,2,3,6-tetrahydropyridin-2,6-dione